COC(C1=C(N=C(C=C1\C=C\N(C)C)Cl)Cl)=O (E)-2,6-dichloro-4-(2-(dimethylamino)vinyl)nicotinic acid methyl ester